CC(C)(C)[S@@](=O)N=C(C)C1=CC(=CC(=C1)C(F)(F)F)[N+](=O)[O-] (R)-2-methyl-N-(1-(3-nitro-5-(trifluoromethyl)phenyl)ethylidene)propane-2-sulfinamide